C(C)(C)(C)OC(NC1=CC=C(C=C1)NC1=C(C=CC(=C1)Br)[N+](=O)[O-])=O.OC1=C(C=CC=C1)C(C)=O 1-(2-hydroxyphenyl)ethan-1-one tert-butyl-N-[4-(5-bromo-2-nitro-anilino)phenyl]carbamate